(S)-N-(6-(3,3-Difluoroazetidin-1-yl)-4-methylpyridin-2-yl)-4-((2-hydroxy-1-methylethyl)sulfonamido)-2-(6-azaspiro[2.5]octan-6-yl)benzamide FC1(CN(C1)C1=CC(=CC(=N1)NC(C1=C(C=C(C=C1)NS(=O)(=O)[C@H](CO)C)N1CCC2(CC2)CC1)=O)C)F